ClC1=CC=C(C=C1)[C@@H]1CN(CC1)C(=O)C1=C(C=C(C=C1)OC[C@@H](CN1N=NN=C1)O)F ((R)-3-(4-Chlorophenyl)pyrrolidin-1-yl)(2-fluoro-4-((R)-2-hydroxy-3-(1H-tetrazol-1-yl)propoxy)phenyl)methanon